2-[[(Phenylamino)carbonyl]oxy]ethyl methacrylat C(C(=C)C)(=O)OCCOC(=O)NC1=CC=CC=C1